2-chloro-5-methoxy-N-(3-methoxy-4-nitrophenyl)pyrimidin-4-amine ClC1=NC=C(C(=N1)NC1=CC(=C(C=C1)[N+](=O)[O-])OC)OC